1-[5-Chloro-2-[4-[[dimethyl(oxo)-λ6-sulfanylidene]amino]anilino]-pyrimidin-4-yl]indazol-5-amine ClC=1C(=NC(=NC1)NC1=CC=C(C=C1)N=S(=O)(C)C)N1N=CC2=CC(=CC=C12)N